(7R,8R)-2-amino-8-ethyl-7-methyl-7,8-dihydro-5H-pyrano[4,3-b]pyridin-5-one NC1=CC=C2C(=N1)[C@H]([C@H](OC2=O)C)CC